BrC1=CC=C(C=C1)N1CCN(CC1)C=1C=CC(=NC1)C=O 5-(4-(4-bromophenyl)piperazin-1-yl)picolinaldehyde